(3-Fluorobenzyl)-6,8-dimethoxy-3,4-dihydroisoquinolin-1(2H)-one FC=1C=C(CN2C(C3=C(C=C(C=C3CC2)OC)OC)=O)C=CC1